C(OCCCCCC)(OCI)=O Hexyl iodomethyl carbonate